2,2-difluoro-2-(6-formylpyridin-2-yl)acetic acid ethyl ester C(C)OC(C(C1=NC(=CC=C1)C=O)(F)F)=O